FC(S(=O)(=O)OC1=C(C(=C(C=C1)C=1C(=NN(C1)CCOC)C(C)C)F)F)(F)F [2,3-difluoro-4-[3-isopropyl-1-(2-methoxyethyl)pyrazol-4-yl]phenyl] trifluoromethanesulfonate